C(CCCCC)C1=CC=C(C=C1)N(C1=CC=C(C=C1)C1=CC2=C(C=3C=CC(OC3C=C2)(C2=CC=CC=C2)C2=CC=C(C=C2)C2=CC=C(C=C2)C=O)C=C1)C1=CC=C(C=C1)CCCCCC 4'-(8-(4-(bis(4-hexylphenyl)amino)phenyl)-3-phenyl-3H-benzo[f]chromen-3-yl)-[1,1'-biphenyl]-4-carbaldehyde